bis-(2-chloro-1-methylethyl) ether ClCC(C)OC(CCl)C